Ethyl 3-fluoro-2-{1-[(1-methylcyclopropyl)methyl]-1H-pyrazol-4-yl}-5-nitrobenzoate FC=1C(=C(C(=O)OCC)C=C(C1)[N+](=O)[O-])C=1C=NN(C1)CC1(CC1)C